F[C@H](C1(COC1)C=1C=C(C=CC1)N1C(C2=CC(=CC(=C2C1)C(F)(F)F)CN1[C@H](CN(CC1)C)C(C)C)=O)C1=NN=CN1C1=CC=CC=C1 2-(3-(3-((R)-fluoro(4-phenyl-4H-1,2,4-triazol-3-yl)methyl)oxetan-3-yl)phenyl)-6-(((S)-2-isopropyl-4-methylpiperazin-1-yl)methyl)-4-(trifluoromethyl)isoindolin-1-one